C(C)(C)(C)[S@](=O)N[C@H]1C2=C(C=CC=C2CC12CCNCC2)F (R)-1-(((S)-tert-butylsulfinyl)amino)-7-fluoro-1,3-dihydrospiro[indene-2,4'-piperidine]